FC(CNCCC(=O)OC(C)(C)C)(F)F tert-butyl 3-[(2,2,2-trifluoroethyl)amino]propanoate